C(C1=CC=CC=C1)C(C(=O)O)CNC=1SC(=C(N1)C1=CC(=C(C=C1)Cl)Cl)C(=O)OCC 2-benzyl-3-(4-(3,4-dichlorophenyl)-5-(ethoxycarbonyl)thiazol-2-ylamino)propanoic acid